C1(=CC=CC=C1)CS(=O)(=O)OC1=C(O[C@](C1=O)([2H])C1=C(C=CC=C1)Cl)N (R)-2-amino-5-(2-chlorophenyl)-4-oxo-4,5-dihydrofuran-3-yl-5-d phenylmethanesulfonate